O=C1N(CCC1)C1CC=2N(CC1)C1=NC=C(C=C1N2)C(F)(F)F 2-oxo-1-(3-(trifluoromethyl)-6,7,8,9-tetrahydroimidazo[1,2-a:5,4-b']dipyridin-7-yl)pyrrolidin